(S)-1-(4-(3-(4-chlorophenoxy)benzyl)-2-methylpiperazine-1-carbonyl)-4-(trifluoromethyl)-1H-pyrazole-3-carboxylic acid ClC1=CC=C(OC=2C=C(CN3C[C@@H](N(CC3)C(=O)N3N=C(C(=C3)C(F)(F)F)C(=O)O)C)C=CC2)C=C1